N-benzyl-prop-2-yne-1-amine C(C1=CC=CC=C1)NCC#C